C(C)(C)(C)OC(=O)N[C@H](C(=O)O)C(C)C (S)-2-((tert-butoxycarbonyl)amino)-3-methylbutanoic acid